2-cyclopropyl-2-(2-formyl-6-methoxyphenoxy)acetic acid C1(CC1)C(C(=O)O)OC1=C(C=CC=C1OC)C=O